ClC=1C=C(C=CC1OC)C=1C=CC=C2C=NC(=NC12)NC1=CC(=CC=C1)N1CCN(CC1)C 8-(3-chloro-4-methoxyphenyl)-N-(3-(4-methylpiperazin-1-yl)phenyl)quinazolin-2-amine